C\C(=C/C=C/C1=CC=C(C=O)C=C1)\CC\C=C(\CCC=C(C)C)/C 4-[(1E,3E,7E)-4,8,12-trimethyltrideca-1,3,7,11-tetraenyl]benzaldehyde